C12(CC3CC(CC(C1)C3)C2)CN2N=CC(=C2C)C2=C(C=3N(C=C2)C(=CN3)C=3C=NC(=CC3)NC=3SC2=C(N3)C=CC=C2)C(=O)O 7-(1-(adamantan-1-ylmethyl)-5-methyl-1H-pyrazol-4-yl)-3-(6-(benzo[d]thiazol-2-ylamino)pyridin-3-yl)imidazo[1,2-a]pyridine-8-carboxylic acid